3-chloro-1-(chloromethyl)benzene ClC=1C=C(C=CC1)CCl